((2-(((3S,6S,8S,10aR)-3-((3R,4S)-3-cyano-4-phenylpyrrolidine-1-carbonyl)-8-hydroxy-5-oxodecahydropyrrolo[1,2-a]azocin-6-yl)carbamoyl)benzo[b]thiophen-5-yl)difluoromethyl)phosphonic acid C(#N)[C@H]1CN(C[C@@H]1C1=CC=CC=C1)C(=O)[C@@H]1CC[C@H]2N1C([C@H](C[C@H](CC2)O)NC(=O)C2=CC1=C(S2)C=CC(=C1)C(F)(F)P(O)(O)=O)=O